C(#N)[C@H](CC1=C(C=C(C=C1)C=1C=CC2=C(N(C(O2)=O)C)C1)OC)NC(=O)[C@H]1OCCCN(C1)C(=O)OC(C)(C)C tert-butyl (S)-2-(((S)-1-cyano-2-(2-methoxy-4-(3-methyl-2-oxo-2,3-dihydrobenzo[d]oxazol-5-yl)phenyl)ethyl)carbamoyl)-1,4-oxazepane-4-carboxylate